2-(3-(benzyloxy)propyl)-6-(5-(4-fluorophenyl)thiophen-2-yl)-1-methyl-1H-imidazo[4,5-c]pyridin-4-amine C(C1=CC=CC=C1)OCCCC=1N(C2=C(C(=NC(=C2)C=2SC(=CC2)C2=CC=C(C=C2)F)N)N1)C